BrC(=O)OCC(C)C isobutyl bromoformate